[3-[(1S)-1-[(4-methyl-1,2,4-triazol-3-yl)sulfanyl]ethyl]phenyl]pyrimidine-4-carboxamide CN1C(=NN=C1)S[C@@H](C)C=1C=C(C=CC1)C1=NC=CC(=N1)C(=O)N